ClC1=NC=CC(=C1)NC(=O)C1=NN(C(=C1)C1=C(C=CC=C1)C)C1=CC=C(C=C1)OC N-(2-chloropyridin-4-yl)-1-(4-methoxyphenyl)-5-(o-tolyl)-1H-pyrazole-3-carboxamide